2-(Methylcyclohexyl)aminoethan CC1(CCCCC1)NCC